NC1=NC=C(C=N1)CC(=O)N[C@H]([C@@H](CC)C)CCC 2-(2-aminopyrimidin-5-yl)-N-((3R,4S)-3-methylheptan-4-yl)acetamide